FC1=C(C(=CC=C1)C)N1CCC(CC1)C=1C(N(C2=CC(=CC=C2N1)C)CC1=NC=CN=C1C(F)(F)F)=O 3-(1-(2-fluoro-6-methylphenyl)piperidin-4-yl)-7-methyl-1-((3-(trifluoromethyl)pyrazin-2-yl)methyl)quinoxalin-2(1H)-one